CN1C(N(C2C1CCC2)C2CN(CCC2)C=2N=CC(=NC2)C(=O)N)=O 5-(3-(3-methyl-2-oxohexahydrocyclopenta[d]imidazole-1(2H)-yl)piperidin-1-yl)pyrazine-2-carboxamide